pyridazinium bromide [Br-].[NH+]1=NC=CC=C1